4-[3-[2,6-Dichloro-4-(3-methoxyazetidin-1-yl)benzoyl]-6-methoxy-2,4-dihydro-1,3-benzoxazin-8-yl]-5-fluoro-2-(3-oxa-8-azabicyclo[3.2.1]octan-8-yl)benzoic acid ClC1=C(C(=O)N2COC3=C(C2)C=C(C=C3C3=CC(=C(C(=O)O)C=C3F)N3C2COCC3CC2)OC)C(=CC(=C1)N1CC(C1)OC)Cl